CC=1N=NC=C(C1[C@@H](C)OC=1C=C2C(=NNC2=CC1OC)C=1C=CC(=NC1)N1CC2N(CC1)C(NC2)=O)C 7-(5-(5-((R)-1-(3,5-dimethylpyridazin-4-yl)ethoxy)-6-methoxy-1H-indazol-3-yl)pyridin-2-yl)hexahydroimidazo[1,5-a]pyrazin-3(2H)-one